C1(C=CC(C=C1)=O)=O.[C] carbon p-benzoquinone